methyl 3-bromo-1H-1,2,4-triazole-5-carboxylate BrC1=NNC(=N1)C(=O)OC